Trans-3-methyl-N-(4-methyl-3-(pyridin-2-yl)phenyl)-6-azabicyclo[3.1.1]heptane-6-carboxamide CC1CC2N(C(C1)C2)C(=O)NC2=CC(=C(C=C2)C)C2=NC=CC=C2